COC1OCCCC12C(C=C(CC2)C)C 1-methoxy-7,9-dimethyl-2-oxaspiro[5.5]undec-8-ene